2-bromospiro[thioxanthene-9,9'-xanthene] BrC1=CC2=C(C=C1)SC1=CC=CC=C1C21C2=CC=CC=C2OC=2C=CC=CC12